BrC1=CC=C2CN(C(C2=C1)=O)CCN1CCOCC1 6-bromo-2-[2-(morpholin-4-yl)ethyl]-2,3-dihydro-1H-isoindol-1-one